[3-[3-[(2-amino-2-oxo-ethoxy)carbamoyl]pyrazol-1-yl]-7-oxo-1,6-diazabicyclo[3.2.1]oct-3-en-6-yl]-sulfat NC(CONC(=O)C1=NN(C=C1)C=1CN2C(N(C(C1)C2)OS(=O)(=O)[O-])=O)=O